C1(=CC=CC=C1)C(CN)(CN)C1=CC=CC=C1 2,2-diphenyl-1,3-propanediamine